3-amino-2-[(cyclobutanesulfinyl)-4-(propan-2-yl)thieno[2,3-b]pyridin-6-yl]pyrimidin-2-amine NN1C(N=CC=C1)(N)C1=CC(=C2C(=N1)SC(=C2)S(=O)C2CCC2)C(C)C